C(C)OC(CC1=C(C(=O)O)C=CC=N1)=O 2-(2-ethoxy-2-oxoethyl)nicotinic acid